methyl (S)-2-amino-3-t-butoxypropionate N[C@H](C(=O)OC)COC(C)(C)C